FC1=C(C=CC(=C1F)OCC(CCO)(C)C)C=1C(CCNN1)C 6-[2,3-difluoro-4-(4-hydroxy-2,2-dimethylbutoxy)phenyl]-5-methyl-4,5-dihydro-2H-pyridazine